6-(4-bromo-2-chlorophenylamino)-7-fluoro-3-methyl-3H-benzoimidazole-5-carboxylic acid (2-hydroxy-ethoxy)-amide OCCONC(=O)C1=CC2=C(N=CN2C)C(=C1NC1=C(C=C(C=C1)Br)Cl)F